ethyl (5S)-5-[[5-(difluoromethoxy)-2-methyl-pyrazol-3-yl]carbamothioylamino]-2-[(3-fluorocyclobutanecarbonyl)amino]-4,5,6,7-tetrahydrobenzothiophene-3-carboxylate FC(OC=1C=C(N(N1)C)NC(=S)N[C@H]1CCC2=C(C(=C(S2)NC(=O)C2CC(C2)F)C(=O)OCC)C1)F